2-(3'-fluoro-6'-(5-(5-fluoropyridin-2-yl)-1,2,4-oxadiazol-3-yl)-2'-methyl-[3,4'-bipyridin]-5-yl)propan-2-ol FC=1C(=NC(=CC1C=1C=NC=C(C1)C(C)(C)O)C1=NOC(=N1)C1=NC=C(C=C1)F)C